ClC1=C(CCN2CCC(CC2)(C(=O)O)CC2=NC(=CC(=C2F)C)NC2=NNC(=C2)C)C=CC=C1Cl 1-(2,3-dichlorophenethyl)-4-((3-fluoro-4-methyl-6-((5-methyl-1H-pyrazol-3-yl)amino)pyridin-2-yl)methyl)piperidine-4-carboxylic acid